COC(=O)[C@@H]1[C@H]2CCN(C[C@@H]12)S(=O)(=O)C.[C@@H]1([C@H](O)[C@@H](O)[C@H](O)[C@H](O1)CO)N(P(=O)(NCCCl)N)CCCl |o1:4,5,10| β-D-glucopyranosyl-N,N'-bis(2-chloroethyl)phosphoramide rel-methyl-(1R,6S,7R)-3-(methylsulfonyl)-3-azabicyclo[4.1.0]heptane-7-carboxylate